1-(2-Chlorobenzoyl)-N-[(5-chlorothiophen-2-yl)methyl]-3-[1-(piperazin-1-sulfonyl)pyrrolidin-3-yl]-1H-pyrazol-5-amin ClC1=C(C(=O)N2N=C(C=C2NCC=2SC(=CC2)Cl)C2CN(CC2)S(=O)(=O)N2CCNCC2)C=CC=C1